C(C=CC)[C@H]1C([C@H]1CC(CCC(C)=O)=O)(C)C 1-((1S,3R)-3-(but-2-en-1-yl)-2,2-dimethylcyclopropyl)-hexane-2,5-dione